2-(1H-imidazol-4-yl)acetic acid N1C=NC(=C1)CC(=O)O